C(C)(C)(C)N(C1=NC(=NC(=N1)N)SC)C1CC1 tert-butyl-N-cyclopropyl-6-(methylthio)-1,3,5-triazine-2,4-diamine